FC(C(=O)O)(F)F.FC(C(=O)O)(F)F.N1C(=CC=2C=NC=CC21)CNC([C@H](C)N)=O (S)-N-((1H-pyrrolo[3,2-c]pyridin-2-yl)methyl)-2-aminopropanamide di-trifluoroacetate salt